BrC=1C=C2C(=C3C(=NC2=CC1)C1=C(CCC3)C=CC=C1)Cl 10-bromo-8-chloro-6,7-dihydro-5H-benzo[6,7]cyclohepta[1,2-b]quinoline